C(CC)C1SSCC1 3-propyl-1,2-dithiolane